ClC=1C=C2C(=NC1)OC(=N2)C2CC1(CC(C1)NC(=O)C=1OC(=CC1)S(=O)(=O)C)C2 N-[6-(6-chlorooxazolo[5,4-b]pyridin-2-yl)spiro[3.3]heptan-2-yl]-5-methylsulfonyl-furan-2-carboxamide